3,5-dibromo-1-(3-ethoxy-2-fluorophenyl)-1H-pyrazole BrC1=NN(C(=C1)Br)C1=C(C(=CC=C1)OCC)F